3-FLUORO-2-METHOXYPYRIDINE-5-BORONIC ACID FC=1C(=NC=C(C1)B(O)O)OC